3-(4-(1-(3-(1-(((R)-1-(3-(Difluoromethyl)-2-fluorophenyl)ethyl)amino)-4-methyl-pyrido[3,4-d]pyridazin-7-yl)benzyl)piperidin-4-yl)-3-fluoro-5-methylphenyl)piperidine-2,6-dione FC(C=1C(=C(C=CC1)[C@@H](C)NC1=C2C(=C(N=N1)C)C=NC(=C2)C=2C=C(CN1CCC(CC1)C1=C(C=C(C=C1C)C1C(NC(CC1)=O)=O)F)C=CC2)F)F